C1=CC=CC=2C3=CC=CC=C3C(C12)COC(=O)NC(C)C12CC(C1)(C2)C(=O)O 3-(1-((((9H-fluoren-9-yl)methoxy)carbonyl)amino)ethyl)bicyclo[1.1.1]pentane-1-carboxylic acid